3-chloro-4-[(5-methylthiazol-4-yl)methoxy]aniline ClC=1C=C(N)C=CC1OCC=1N=CSC1C